4-(1-((2,6-diethoxy-4'-fluoro-[1,1'-biphenyl]-4-yl)methyl)piperidine-4-carboxamido)benzoic acid, trifluoroacetic acid salt FC(C(=O)O)(F)F.C(C)OC1=C(C(=CC(=C1)CN1CCC(CC1)C(=O)NC1=CC=C(C(=O)O)C=C1)OCC)C1=CC=C(C=C1)F